5-(5-methyl-2,4-dioxo-3,4-dihydropyrimidin-1(2H)-yl)tetrahydrofuran-3-yl benzoate C(C1=CC=CC=C1)(=O)OC1COC(C1)N1C(NC(C(=C1)C)=O)=O